OC1=C(N(C(=CC1=O)C)C)CNC(CCC(CCC(=O)NCC=1N(C(=CC(C1O)=O)C)C)(CCC(NCC=1N(C(=CC(C1O)=O)C)C)=O)N)=O 4-amino-4-{2-[(3-hydroxy-1,6-dimethyl-4-oxo-1,4-dihydropyridin-2-ylmethyl)carbamoyl]ethyl}heptanedioic acid bis[(3-hydroxy-1,6-dimethyl-4-oxo-1,4-dihydropyridin-2-ylmethyl)-amide]